tert-butyl 4-(4-(dimethylcarbamoyl)oxazol-2-yl)-1,4-diazepane-1-carboxylate CN(C(=O)C=1N=C(OC1)N1CCN(CCC1)C(=O)OC(C)(C)C)C